CC12OCCC(CC1=O)O2 1-methyl-2,8-dioxabicyclo[3.2.1]octan-7-one